BrC=1C=C2C(=CNC2=CC1)C(O)C1(CCC1)CO[Si](C1=CC=CC=C1)(C1=CC=CC=C1)C(C)(C)C (5-bromo-1H-indol-3-yl)(1-(((tert-butyldiphenylsilyl)oxy)methyl)cyclobutyl)methanol